3,6-difluoroaniline FC=1C=C(N)C(=CC1)F